O1CCN(CC1)C1=NC(=C2C=C(C=NC2=C1)NS(=O)(=O)C)OC1CCC(CC1)NC1=NC=C(C=N1)OCCN1CCNCC1 N-[7-morpholino-5-[4-[[5-(2-piperazin-1-ylethoxy)pyrimidin-2-yl]amino]cyclohexoxy]-1,6-naphthyridin-3-yl]methanesulfonamide